1-(tert-butoxycarbonyl)-4-piperidinecarboxylate C(C)(C)(C)OC(=O)N1CCC(CC1)C(=O)[O-]